[Li].[Al].[La] lanthanum aluminum lithium